((2S,5R)-4-acryloyl-2,5-dimethylpiperazin-1-yl)-7-(2-fluoro-5-methylphenyl)-1-(2-isopropyl-4-methylpyridin-3-yl)-2-oxo-1,2-dihydropyrido[2,3-d]pyrimidine-6-carbonitrile C(C=C)(=O)N1C[C@@H](N(C[C@H]1C)C=1C2=C(N(C(N1)=O)C=1C(=NC=CC1C)C(C)C)N=C(C(=C2)C#N)C2=C(C=CC(=C2)C)F)C